2-[2-cyclobutyl-4-(1,1,2,2,2-pentafluoroethyl)imidazo[1,2-a]1,8-naphthyridin-8-yl]-1,3,4-oxadiazole C1(CCC1)C=1C=C(C=2C=CC=3N(C2N1)C=C(N3)C=3OC=NN3)C(C(F)(F)F)(F)F